C(=O)O.NCCOCCNC(C1=C(C=C(C=C1)NC=1C=2N(C=CN1)C(=CN2)C=2C(=NN(C2)CCC#N)C(F)(F)F)CC)=O N-[2-(2-aminoethoxy)ethyl]-4-[[3-[1-(2-cyanoethyl)-3-(trifluoromethyl)pyrazol-4-yl]imidazo[1,2-a]pyrazin-8-yl]amino]-2-ethylbenzamide formate